CS(=O)(=O)OCC=1C(=NC=C(C1)C(F)(F)F)OC (2-methoxy-5-(trifluoromethyl)pyridin-3-yl)methyl methanesulfonate